C(CCCCCCCCCCCCC)S(=O)(=O)O.[Na] sodium tetradecanesulfonic acid